trans-N-[2-(5-fluoro-2,4-dimethoxypyridin-3-yl)-1-methylpyrrolo[2,3-c]pyridin-5-yl]-2-formylcyclopropane-1-carboxamide FC=1C(=C(C(=NC1)OC)C1=CC=2C(=CN=C(C2)NC(=O)[C@H]2[C@@H](C2)C=O)N1C)OC